N-[[3-(acetyloxy)-4-methoxy-2-pyridinyl]carbonyl]-L-alanine 1-(4-cyclohexylphenyl)ethyl ester C1(CCCCC1)C1=CC=C(C=C1)C(C)OC([C@@H](NC(=O)C1=NC=CC(=C1OC(C)=O)OC)C)=O